2-(1,3,5-trimethyl-1H-pyrazol-4-yl)-3H-imidazo[4,5-c]pyridine CN1N=C(C(=C1C)C1=NC2=C(C=NC=C2)N1)C